4-Methoxyformylphenylboronic acid pinacol ester COC(=O)C1=CC=C(C=C1)B1OC(C)(C)C(C)(C)O1